BrC=1C=C2C(N(C(C2=CC1)=O)C1C(NC(CC1)=O)=O)C 3-(5-Bromo-3-methyl-1-oxoisoindolin-2-yl)piperidine-2,6-dione